2-(2,3-difluoro-4-(fluoromethoxy)phenyl)-4,4,5,5-tetramethyl-1,3,2-dioxaborolan FC1=C(C=CC(=C1F)OCF)B1OC(C(O1)(C)C)(C)C